CC1=CNC2=NC=C(C=C21)C=2C=C1CCNCC1=C(C2)[C@H]2N(CCC2)C(=O)[O-] (S)-2-(6-(3-methyl-1H-pyrrolo[2,3-b]pyridin-5-yl)-1,2,3,4-tetrahydroisoquinoline-8-yl)pyrrolidine-1-carboxylate